ClC1=NC=C(C(=N1)C1N(CCC(C1)=O)C(=O)OC(C)(C)C)C tert-Butyl 2-(2-chloro-5-methylpyrimidin-4-yl)-4-oxopiperidine-1-carboxylate